N1(CCN(CCN(CCN(CC1)CC(=O)O)CC(=O)O)CC(=O)O)CC(=O)O 1,4,7,10-Tetraazacyclododecane-1,4,7,10-tetra-acetic acid